C1(CCCCC1)CC(C(=O)NC(CC1C(NCC1)=O)C(C(=O)NC1CC1)=O)NC(OC(C1(CC1)C1=CC(=CC=C1)Cl)C1=CC(=CC=C1)Cl)=O (3-chlorophenyl)(1-(3-chlorophenyl)cyclopropyl)methyl (3-cyclohexyl-1-((4-(cyclopropylamino)-3,4-dioxo-1-(2-oxopyrrolidin-3-yl)butan-2-yl)amino)-1-oxopropan-2-yl)carbamate